NCC(=O)OC(C1=C(C=CC=C1)N)=O aminobenzoic acid glycyl ester